[Si](C)(C)(C(C)(C)C)OCCN1C([C@H]2N([C@@H](C1)C2)C(=O)OC(C)(C)C)=O tert-butyl (1S,5R)-3-[2-[tert-butyl(dimethyl)silyl]oxyethyl]-2-oxo-3,6-diazabicyclo[3.1.1]heptane-6-carboxylate